3-{3-[4-(3-aminoazetidin-1-yl)phenyl]-5-phenylimidazo[4,5-b]pyridin-2-yl}pyridin-2-amine NC1CN(C1)C1=CC=C(C=C1)N1C(=NC=2C1=NC(=CC2)C2=CC=CC=C2)C=2C(=NC=CC2)N